2,3-dihydroxynaphthalene-7-sulfonic acid OC1=CC2=CC(=CC=C2C=C1O)S(=O)(=O)O